tert-butyl ((6-(2-bromoethyl)benzo[d]thiazol-2-yl)methyl)carbamate BrCCC1=CC2=C(N=C(S2)CNC(OC(C)(C)C)=O)C=C1